5-{3-[4-(1-Amino-2-methylpropan-2-yl)piperidin-1-yl]-4-(trifluoromethyl)phenyl}-1,3,4-oxadiazol-2(3H)-one NCC(C)(C)C1CCN(CC1)C=1C=C(C=CC1C(F)(F)F)C1=NNC(O1)=O